CC(C=O)(C)SSC 2-methyl-2-(methyldithio)propanal